FC1=C(C(=O)N2N=C(C(=C2OCC2=CC=C(C=C2)F)C)C2C(N(CCN2)CC(=O)N2CCOCC2)C(F)(F)F)C=CC=C1 2-{3-[1-(2-fluorobenzoyl)-5-[(4-fluorophenyl)methoxy]-4-methyl-1H-pyrazol-3-yl]-2-(trifluoromethyl)piperazin-1-yl}-1-(morpholin-4-yl)ethan-1-one